C(C)(=O)NC=1C=C(C=CC1)C[C@H](C(=O)OC)NC(NC1=C2CCCC2=CC=2CCCC12)=O methyl (2R)-3-(3-acetamidophenyl)-2-{[(1,2,3,5,6,7-hexahydro-s-indacen-4-yl)carbamoyl]amino}propanoate